(Z)-ethyl 3-((3-butyl-7-(ethylsulfanyl)-1,1-dioxido-5-phenyl-2,3,4,5-tetrahydro-1,5-benzothiaazepin-8-yl) oxy)-2-fluoroacrylate C(CCC)C1CS(C2=C(N(C1)C1=CC=CC=C1)C=C(C(=C2)O\C=C(\C(=O)OCC)/F)SCC)(=O)=O